2-(4-(6-((4-cyano-2-fluorobenzyl)oxy)pyridin-2-yl)-2,5-difluorobenzyl)-1-((3R,4R)-4-(2,2-difluoroethoxy)tetrahydrofuran-3-yl)-1H-benzo[d]imidazole-6-carboxylic acid C(#N)C1=CC(=C(COC2=CC=CC(=N2)C2=CC(=C(CC3=NC4=C(N3[C@@H]3COC[C@@H]3OCC(F)F)C=C(C=C4)C(=O)O)C=C2F)F)C=C1)F